7-chloro-5-(1-methyl-1H-pyrazol-5-yl)-3-(1-(tetrahydro-2H-pyran-2-yl)-1H-pyrazol-5-yl)-1-(2,2,2-trifluoroethyl)-1H-pyrazolo[4,3-b]pyridine ClC1=C2C(=NC(=C1)C1=CC=NN1C)C(=NN2CC(F)(F)F)C2=CC=NN2C2OCCCC2